[1,5]diazocin-8(2H)-one N1CCC=NC=CC1=O